4-((3-(1-Isopropyl-1H-pyrazol-4-yl)phenyl)((trans-4-(4-methoxy-3-methylphenyl)cyclohexyl)methyl) carbamoyl)-1-methylcyclohexyl methylcarbamate CNC(OC1(CCC(CC1)C(N(C[C@@H]1CC[C@H](CC1)C1=CC(=C(C=C1)OC)C)C1=CC(=CC=C1)C=1C=NN(C1)C(C)C)=O)C)=O